tert-butyl N-[(3R)-7-(3-tert-butylisoxazol-5-yl)-5-[(4-chlorophenyl)methyl]-8-fluoro-1,1,4-trioxo-2,3-dihydro-1λ6,5-benzothiazepin-3-yl]carbamate C(C)(C)(C)C1=NOC(=C1)C=1C(=CC2=C(N(C([C@H](CS2(=O)=O)NC(OC(C)(C)C)=O)=O)CC2=CC=C(C=C2)Cl)C1)F